ClC1=C(C=C(C(=O)OCC(C)C)C=C1N)N isobutyl 4-chloro-3,5-diaminobenzoate